6-({5-[(3R)-3-(6-methylpyridin-3-yl)oxolane-3-carbonyl]-2H,4H,5H,6H-pyrrolo[3,4-c]pyrazol-2-yl}sulfonyl)-1,3-benzothiazole CC1=CC=C(C=N1)[C@]1(COCC1)C(=O)N1CC2=NN(C=C2C1)S(=O)(=O)C1=CC2=C(N=CS2)C=C1